OCCOCCOCCOCCOCC1=CC=C(C#N)C=C1 4-(13-hydroxy-2,5,8,11-tetraoxatridecyl)benzonitrile